1-(1,2,3,4,5,6,7,8-octahydro-2,3,8,8-tetramethyl-2-naphthyl)-ethanone CC1(CC=2C(CCCC2CC1C)(C)C)C(C)=O